ClC1=C(C=CC=C1)CC(=O)NC1=CC(=C2C=NN(C2=C1)C(C(C)C)=O)S(N)(=O)=O 2-(2-chlorophenyl)-N-(1-isobutyryl-4-sulfamoyl-1H-indazol-6-yl)acetamide